4-(2-(3,7-dibromo-2-(trifluoromethyl)-10H-phenothiazin-10-yl)ethyl)morpholine BrC=1C(=CC=2N(C3=CC=C(C=C3SC2C1)Br)CCN1CCOCC1)C(F)(F)F